N1[C@@H](CCC1=O)C(=O)O.COC1=CC=C(NCC#CC2=CC=CC=C2)C=C1 4-methoxy-N-(3-phenylprop-2-yn-1-yl)aniline anti-pyroglutamate